ClC1=C(C=NN1C1CCS(CC1)(=NCC)=O)NC1=NC=C(C(=N1)N1CCC(CC1)CO)C(F)(F)F (1s,4s)-4-(5-chloro-4-((4-(4-(hydroxymethyl)piperidin-1-yl)-5-(trifluoromethyl)pyrimidin-2-yl)amino)-1H-pyrazol-1-yl)-1-(ethylimino)hexahydro-1λ6-thiopyran 1-oxide